(9aS)-3-(5-methyl-1,3,4-oxadiazol-2-yl)-4-(1H-pyrrolo[2,3-b]pyridin-5-yl)-2-(2-(tetrahydro-2H-pyran-4-yl)ethyl)-1,4,7,8,9,9a-hexahydro-5H-pyrido[2,3-a]pyrrolizin-5-one CC1=NN=C(O1)C=1C(C2=C([C@@H]3CCCN3C2=O)NC1CCC1CCOCC1)C=1C=C2C(=NC1)NC=C2